3,5-Dibromo-2-((2R,3S,4S,5R)-3-(3,4-difluoro-2-methoxyphenyl)-4,5-dimethyl-5-(trifluoromethyl)tetrahydrofuran-2-yl)-6-methylpyridin-4(1H)-one BrC1=C(NC(=C(C1=O)Br)C)[C@@H]1O[C@]([C@H]([C@H]1C1=C(C(=C(C=C1)F)F)OC)C)(C(F)(F)F)C